1-butyl-N-(3-chloro-4-fluorophenyl)-5-(2-chloro-5-(isobutyrylaminomethyl)benzoylamino)-1H-indole-2-carboxamide C(CCC)N1C(=CC2=CC(=CC=C12)NC(C1=C(C=CC(=C1)CNC(C(C)C)=O)Cl)=O)C(=O)NC1=CC(=C(C=C1)F)Cl